C1(CC1)C(C=1C=C(C(=C(C1)[C@H](C(=O)O)N1C[C@@H](CC1)N(CCCCCC1=NC=2NCCCC2C=C1)C)OC)F)(F)F (R)-2-(5-(cyclopropyldifluoromethyl)-3-fluoro-2-methoxyphenyl)-2-((R)-3-(methyl(5-(5,6,7,8-tetrahydro-1,8-naphthyridin-2-yl)pentyl)amino)pyrrolidin-1-yl)acetic acid